C(C)(C)(C)PC(C)(C)C bis(t-butyl)phosphine